[phenyl(biphenylyl)triazinyl](phenyl-dibenzofuranyl)benzene C1(=CC=CC=C1)C1=C(C(=NN=N1)C1=C(C=CC=C1)C1=C(C=CC=2OC3=C(C21)C=CC=C3)C3=CC=CC=C3)C3=C(C=CC=C3)C3=CC=CC=C3